[Th].[U] uranium Thorium